(5-(thiophen-2-yl)-1,3,4-oxadiazol-2-yl(carbamoyl)phenyl)cyclohexane S1C(=CC=C1)C1=NN=C(O1)C=1C(=C(C=CC1)C1CCCCC1)C(N)=O